2-(3-(3-(1-(2-Chloro-4-fluorophenyl)cyclopropyl)-1,2,4-oxadiazol-5-yl)-5-(difluoromethyl)-1H-pyrazol-1-yl)-1-(3,3-difluoropyrrolidin-1-yl)ethan-1-one ClC1=C(C=CC(=C1)F)C1(CC1)C1=NOC(=N1)C1=NN(C(=C1)C(F)F)CC(=O)N1CC(CC1)(F)F